C(C)C1=NC(=NO1)C=1C=C2CC[C@H](C2=CC1)NC(C1=CC=NC=C1)=O (R)-N-(5-(5-ethyl-1,2,4-oxadiazol-3-yl)-2,3-dihydro-1H-inden-1-yl)isonicotinamide